methyl (Z)-2-[2-chloro-5-[3-(trifluoromethyl)pyrazol-1-yl]phenoxy]-3-methoxy-prop-2-enoate ClC1=C(O\C(\C(=O)OC)=C/OC)C=C(C=C1)N1N=C(C=C1)C(F)(F)F